N-(3-(1,1-difluoropropyl)phenyl)-6-methoxy-2-methyl-4-oxo-1,4-dihydroquinoline FC(CC)(F)C=1C=C(C=CC1)N1C(=CC(C2=CC(=CC=C12)OC)=O)C